tert-butyl N-{1-[3-(5-{1-[(pentan-3-yl)amino]ethenyl}thiophen-3-yl) pyrazolo[1,5-a]pyrimidin-6-yl]piperidin-4-yl}carbamate CCC(CC)NC(=C)C1=CC(=CS1)C=1C=NN2C1N=CC(=C2)N2CCC(CC2)NC(OC(C)(C)C)=O